4-((4-(1-Isopropyl-1H-pyrazol-4-yl)pyridin-2-yl)((4-(4-methoxy-3-methylphenyl)bicyclo[2.2.2]octan-1-yl)methyl)carbamoyl)cyclohexyl (4-hydroxybutyl)trans-carbamate OCCCCNC(OC1CCC(CC1)C(N(CC12CCC(CC1)(CC2)C2=CC(=C(C=C2)OC)C)C2=NC=CC(=C2)C=2C=NN(C2)C(C)C)=O)=O